C(C)(C)(C)OC(N[C@H](C(=O)NC)CC#C)=O (S)-(1-(methylamino)-1-oxopent-4-yn-2-yl)carbamic acid tert-butyl ester